6-(3,5-dimethylisoxazol-4-yl)-1-methyl-4-((3-methylpyridin-2-yl)(tetrahydro-2H-pyran-4-yl)methyl)-1,4-dihydropyrazolo[3',4':4,5]pyrrolo[3,2-b]pyridine-3-carboxylic acid Methyl ester COC(=O)C1=NN(C2=C1N(C=1C2=NC=C(C1)C=1C(=NOC1C)C)C(C1CCOCC1)C1=NC=CC=C1C)C